neodymium-iron-boron alloyl-gallium indium-tin [Sn].[In].C(C=C)(=O)[Ga].[B].[Fe].[Nd]